2-(3-amino-4-((tert-butyldimethylsilyl)oxy)phenyl)-6-phenyl-3,4-dihydroisoquinolin-1(2H)-one NC=1C=C(C=CC1O[Si](C)(C)C(C)(C)C)N1C(C2=CC=C(C=C2CC1)C1=CC=CC=C1)=O